tert-butyl N-[(3R)-1-(4-[2-methyl-5-[(3S)-3-(2,2,2-trifluoroethyl)pyrrolidine-1-carbonylamino]phenyl]-6-(morpholin-4-yl)pyridin-2-yl)piperidin-3-yl]carbamate CC1=C(C=C(C=C1)NC(=O)N1C[C@@H](CC1)CC(F)(F)F)C1=CC(=NC(=C1)N1CCOCC1)N1C[C@@H](CCC1)NC(OC(C)(C)C)=O